ethyl (2S,3R)-2,3-di-hydroxy-3-phenylpropionate O[C@H](C(=O)OCC)[C@@H](C1=CC=CC=C1)O